2-(3',5'-Bis(alpha,alpha-dimethylbenzyl)-2'-hydroxyphenyl)benzotriazole tert-butyl-4-(1-(hydroxymethyl)cyclopropyl)piperazine-1-carboxylate C(C)(C)(C)OC(=O)N1CCN(CC1)C1(CC1)CO.CC(C1=CC=CC=C1)(C)C=1C(=C(C=C(C1)C(C1=CC=CC=C1)(C)C)N1N=C2C(=N1)C=CC=C2)O